Copper(I) Dithiol S1SCC=C1.[Cu+]